CC1(OCCC(C1)C)CCCCC 2,4-dimethyl-2-pentyltetrahydro-2H-pyran